[18F]CCCCN1C(SC(=C1C)C)=NC(=O)C1C(C1(C)C)(C)C N-(3-(4-([18F]Fluoro)butyl)-4,5-dimethylthiazol-2(3H)-ylidene)-2,2,3,3-tetramethylcyclopropane-1-carboxamide